CC(CO)(CC#C)C 2,2-dimethylpent-4-yn-1-ol